(R)-3-(trifluoromethyl)-5-((3-(4-(5-(trifluoromethyl)pyrimidin-2-yl)piperazine-1-carbonyl)pyrrolidin-1-yl)methyl)pyridin-2(1H)-one FC(C=1C(NC=C(C1)CN1C[C@@H](CC1)C(=O)N1CCN(CC1)C1=NC=C(C=N1)C(F)(F)F)=O)(F)F